C1(CC1)C1=NC=C(C(=O)N(C)OC)C=C1F 6-cyclopropyl-5-fluoro-N-methoxy-N-methylnicotinamide